5-((dimethylamino)methyl)-3-(1-(6-methoxy-3,4-dihydro-2H-benzo[b][1,4]oxazin-7-yl)-6-(pyrazolo[1,5-a]pyrimidin-3-yl)-1H-pyrazolo[4,3-c]pyridin-3-yl)oxazolidin-2-one CN(C)CC1CN(C(O1)=O)C1=NN(C2=C1C=NC(=C2)C=2C=NN1C2N=CC=C1)C=1C(=CC2=C(OCCN2)C1)OC